ClC=1C=CC=C2C=CC(=NC12)NC1=C(C=C(C=C1)OC(F)(F)F)C 8-chloro-N-(2-methyl-4-(trifluoromethoxy)phenyl)quinolin-2-amine